4-(4-bromo-1,3-benzoxazol-2-yl)piperidine-1-carboxylic acid tert-butyl ester C(C)(C)(C)OC(=O)N1CCC(CC1)C=1OC2=C(N1)C(=CC=C2)Br